ClC1=CC2=C(N(C(N2C2CCN(CC2)C2COC2)=O)CC2=CC=C(C=C2)C=2OC(=NN2)C(F)F)C=C1 5-chloro-1-(4-(5-(difluoromethyl)-1,3,4-oxadiazol-2-yl)benzyl)-3-(1-(oxetan-3-yl)piperidin-4-yl)-1,3-dihydro-2H-benzo[d]imidazol-2-one